N-(2-{3-[(4-methanesulfonyl-2-methoxyphenyl)amino]prop-1-yn-1-yl}-3-(2,2,2-trifluoroethyl)imidazo[1,2-a]pyridin-8-yl)-1-(2-methoxyethyl)piperidin-4-amine CS(=O)(=O)C1=CC(=C(C=C1)NCC#CC=1N=C2N(C=CC=C2NC2CCN(CC2)CCOC)C1CC(F)(F)F)OC